[S].[Nb].[Co] cobalt-niobium sulfur